NCCC=1C=CC(=C(C(=O)NC2(CC2)C2=CC=CC3=CC=CC=C23)C1)C 5-(2-Aminoethyl)-2-methyl-N-(1-(naphthalen-1-yl)cyclopropyl)benzamide